1-methyl-4-(piperazin-1-yl)-1H-indazole CN1N=CC2=C(C=CC=C12)N1CCNCC1